FC(F)(F)C(=O)C(F)(F)F trifluoromethyl ketone